stannum sulfide [Sn]=S